N[C@@H]1C2=CC=CC=C2CC12CCN(CC2)C=2NC(C1=C(N2)NN=C1C1(CC1)C1=C(C(=NC=C1)OC)Cl)=O (S)-6-(1-amino-1,3-dihydrospiro[indene-2,4'-piperidin]-1'-yl)-3-(1-(3-chloro-2-methoxypyridin-4-yl)cyclopropyl)-1,5-dihydro-4H-pyrazolo[3,4-d]pyrimidin-4-one